3-methyl-1-([4-[1-methyl-4-(trifluoromethyl)-1H-imidazol-2-yl]phenyl]methyl)-7-[2-(propan-2-yl)phenyl]-1H,2H,3H,4H-[1,3]diazino[4,5-d]pyrimidin-2-one CN1C(N(C2=NC(=NC=C2C1)C1=C(C=CC=C1)C(C)C)CC1=CC=C(C=C1)C=1N(C=C(N1)C(F)(F)F)C)=O